4-(3-hydroxyazetidine-1-carbonyl)-3-isopropyl-1,3,4,5-tetrahydro-2H-benzo[1,4]diazepin-2-one OC1CN(C1)C(=O)N1C(C(NC2=C(C1)C=CC=C2)=O)C(C)C